FC1=C(C=CC(=C1)C(=O)O)B(O)O fluoro-4-carboxylphenylboronic acid